2-cyano-1-(5-(1-(2,6-dimethoxybenzoyl)piperazine-4-yl)pentyl)-3-(3-pyridinyl)guanidine C(#N)N=C(NCCCCCN1CCN(CC1)C(C1=C(C=CC=C1OC)OC)=O)NC=1C=NC=CC1